OC1CN(CC1)C(=O)C1=CC=C(C=C1)C=1N=NC(=CC1)NC1C[C@@H]2[C@@H](CN(C2)CC2CCOCC2)C1 (3-hydroxypyrrolidin-1-yl)(4-(6-(((3aR,5s,6aS)-2-((tetrahydro-2H-pyran-4-yl)methyl)octahydrocyclopenta[c]pyrrol-5-yl)amino)pyridazin-3-yl)phenyl)methanone